CC1=C(C(NC2=CC(=CC=C12)N1CCN(CC1)C)=O)C1=NN(C(C1)C1=CC=C(C=C1)C)C(CC)=O 4-methyl-7-(4-methylpiperazin-1-yl)-3-(1-propionyl-5-(p-tolyl)-4,5-dihydro-1H-pyrazol-3-yl)quinolin-2(1H)-one